2-(3-Chlorophenyl)-2-methylpropyl ((2S)-1-(((2S)-1-(diethoxyphosphaneyl)-1-hydroxy-3-((S)-2-oxopyrrolidin-3-yl)propan-2-yl)amino)-4-methyl-1-oxopentan-2-yl)carbamate C(C)OP(C([C@H](C[C@H]1C(NCC1)=O)NC([C@H](CC(C)C)NC(OCC(C)(C)C1=CC(=CC=C1)Cl)=O)=O)O)OCC